C(C=C)C(C(C(C(=O)N)(CC=C)CC=C)(O)C(=O)N)C(=O)N triallyl-citric triamide